FC=1C=CC(=NC1)C1(CCOC2(CCCC2)C1)CCNCC1=C(C(=CC=C1)Cl)C {2-[9-(5-fluoro-pyridin-2-yl)-6-oxa-spiro[4.5]dec-9-yl]-ethyl}-(3-chloro-2-methyl-benzyl)-amine